4-(phenylmethylthio)thiophene-3-carbonitrile C1(=CC=CC=C1)CSC=1C(=CSC1)C#N